1-[(3,3-difluorocyclobutyl)methyl-4-fluoropyrrolidin-3-yl]-2-methoxypyridine-3-carboxamide FC1(CC(C1)CN1CC(C(C1)F)N1C(C(=CC=C1)C(=O)N)OC)F